[Si](C)(C)(C(C)(C)C)O[C@H]1C[C@@H](N(C1)C(=O)OCC1=CC=CC=C1)C=1N=C2N(C=C(C=N2)C2CC2)C1 benzyl (2R,4S)-4-((tert-butyldimethylsilyl)oxy)-2-(6-cyclopropylimidazo[1,2-a]pyrimidin-2-yl)pyrrolidine-1-carboxylate